nickel n-butylamine salt C(CCC)N.[Ni]